pyridino[2,3-d]pyrimidin N1=CN=CC2=C1N=CC=C2